tert-butyl 3-(methanesulfonyloxy)azocane-1-carboxylate CS(=O)(=O)OC1CN(CCCCC1)C(=O)OC(C)(C)C